7-(trifluoromethyl)pyrido[2,3-d]pyrimidin-2(1H)-one FC(C=1C=CC2=C(NC(N=C2)=O)N1)(F)F